arabinosyluracil C1=CN(C(=O)NC1=O)[C@H]2[C@H]([C@@H]([C@H](O2)CO)O)O